C(#N)C[C@H](C1CCCC1)N1N=CC(=C1)C=1C2=C(N=CN1)N(C=C2)C(CCC(=O)OC(C)(C)C)=O tert-Butyl (R)-4-(4-(1-(2-cyano-1-cyclopentylethyl)-1H-pyrazol-4-yl)-7H-pyrrolo[2,3-d]pyrimidin-7-yl)-4-oxobutanoate